NC1=C(C#N)C=CC=C1N1CCN(CC1)C(C)C 2-amino-3-(4-isopropylpiperazin-1-yl)benzonitrile